C(C)SC1=C(N=C2N1C=CC=C2)C(=O)NC=2C=NC1=C(C=CC=C1C2NC)OC(F)(F)F 3-ethylsulfanyl-N-[4-(methylamino)-8-(trifluoromethoxy)-3-quinolyl]imidazo[1,2-a]pyridine-2-carboxamide